COC(C(O)C1=CC=CC=C1)C1=CC=CC=C1 2-methoxy-1,2-diphenyl-1-ethanol